2-(4-(7-chloro-1-methyl-2,3-dioxo-2,3-dihydropyrido[2,3-b]pyrazin-4(1H)-yl)piperidin-1-yl)-N-(cyclobutylmethyl)pyrimidine-5-carboxamide ClC1=CC2=C(N(C(C(N2C)=O)=O)C2CCN(CC2)C2=NC=C(C=N2)C(=O)NCC2CCC2)N=C1